CC1(OB(OC1(C)C)C=C)C 4,4,5,5-tetra-methyl-2-vinyl-1,3,2-dioxaborolane